1-(2-amino-2-oxoethyl)-1H-pyrazole-5-carboxylic acid ethyl ester C(C)OC(=O)C1=CC=NN1CC(=O)N